N-methyl-1-[(4-{[3-(trifluoromethoxy)phenyl]methoxy}phenyl)methyl]azetidine-3-carboxamide CNC(=O)C1CN(C1)CC1=CC=C(C=C1)OCC1=CC(=CC=C1)OC(F)(F)F